OC(C)C=1C=C(C=CC1)NC(C(CN1C(C=CC2=C1N=C(N=C2)N[C@@H](C)C2=CC=CC=C2)=O)(C)C)=O N-[3-(1-hydroxyethyl)phenyl]-2,2-dimethyl-3-[7-oxo-2-{[(1S)-1-phenylethyl]amino}pyrido[2,3-d]pyrimidin-8(7H)-yl]propanamide